C(#N)C(CCC(=O)N)C 4-cyano-pentanamide